ClC=1N=C(C2=C(N1)C(=C(N=C2)C2=CC=CC1=CC=CC(=C21)Cl)F)N2CC1(CC(NC1)=O)CCC2 7-[2-chloro-7-(8-chloro-1-naphthyl)-8-fluoro-pyrido[4,3-d]pyrimidin-4-yl]-2,7-diazaspiro[4.5]decan-3-one